C(C1=CC=CC=C1)C=1N=C2N(C=C(N=C2CC2=C(C=CC=C2)F)C2=CC=CC=C2)C1CC(=O)[O-] 2-Benzyl-8-(2-fluorobenzyl)-6-phenylimidazo[1,2-a]pyrazin-3-yl-acetat